C(N)(OCC1C(N(CC1)C1=NC(=C2N=CN(C2=N1)C(C)C)NCC1=C(C=CC=C1)N1N=CC=C1)C(C)(C)C)=O ((tert-butyl 1-(6-((2-(1H-pyrazol-1-yl) benzyl) amino)-9-isopropyl-9H-purin-2-yl) pyrrolidin-3-yl) methyl) carbamate